cyclohexane-1,3,5-tricarbonyl chloride C1(CC(CC(C1)C(=O)Cl)C(=O)Cl)C(=O)Cl